6-(4-(4-(4,4,5,5-tetramethyl-1,3,2-dioxaborolan-2-yl)phenyl)piperazin-1-yl)-2-(2,2,2-trifluoroethyl)-1H-benzo[d]imidazole CC1(OB(OC1(C)C)C1=CC=C(C=C1)N1CCN(CC1)C=1C=CC2=C(NC(=N2)CC(F)(F)F)C1)C